COC(C(C)(N1CC2(COC2)C1)NC=1C(=NC=C(C1)Br)[N+](=O)[O-])=O ((5-bromo-2-nitropyridin-3-yl)amino)-2-(2-oxa-6-azaspiro[3.3]hept-6-yl)propanoic acid methyl ester